(1R,2S,3R)-N-[7-chloro-6-[4-((3R,4R)-4-hydroxy-3-methyl-tetrahydrofuran-3-yl)piperazin-1-yl]-3-isoquinolyl]-2,2-dimethyl-3-tetrahydropyran-2-yl-cyclopropanecarboxamide ClC1=C(C=C2C=C(N=CC2=C1)NC(=O)[C@H]1C([C@@H]1[C@H]1OCCCC1)(C)C)N1CCN(CC1)[C@@]1(COC[C@@H]1O)C